2-(4-chloro-2-methoxyphenyl)-1-(6-fluoro-1H-indol-3-yl)ethanone ClC1=CC(=C(C=C1)CC(=O)C1=CNC2=CC(=CC=C12)F)OC